FC1=C(OCCCCP(OCC)(=O)Cl)C=CC(=C1F)C1CCC(CC1)CCCCC ethyl (4-(2,3-difluoro-4-(4-pentylcyclohexyl)phenoxy)butyl)-phosphonochloridate